(3R,6R)-1-N-tert-butoxycarbonyl-4-(3-amino-7-chloro-6-fluoro-1-(2-isopropyl-4-methylpyridin-3-yl)-2-oxo-1,2-dihydro-1,8-naphthyridin-4-yl)-6-methylpiperazine-3-carboxylate C(C)(C)(C)OC(=O)N1C[C@@H](N(C[C@H]1C)C1=C(C(N(C2=NC(=C(C=C12)F)Cl)C=1C(=NC=CC1C)C(C)C)=O)N)C(=O)[O-]